N-(5-cyclopentyl-1H-pyrazol-3-yl)pyrimidin-2-amine C1(CCCC1)C1=CC(=NN1)NC1=NC=CC=N1